Cl.BrC1=CC(=C(C=C1OC([2H])([2H])[2H])CCN)OC 2-(4-bromo-2-methoxy-5-(methoxy-d3)phenyl)ethan-1-amine hydrochloride